tert-butyl 4-((3'-((8-chloro-[1,2,4]triazolo[4,3-a]quinazolin-5-yl)(methyl)amino)-[1,1'-biphenyl]-4-yl)oxy)piperidine-1-carboxylate ClC1=CC=C2C(=NC=3N(C2=C1)C=NN3)N(C=3C=C(C=CC3)C3=CC=C(C=C3)OC3CCN(CC3)C(=O)OC(C)(C)C)C